(2-(1-isobutylpyrazol-4-yl)-4-methyl-5-oxo-7,8-dihydro-6H-pyrazolo[1,5-a][1,3]diazepin-6-yl)-1,2,4-triazole-3-carboxamide C(C(C)C)N1N=CC(=C1)C1=NN2C(N(C(C(CC2)C2=NC(=NN2)C(=O)N)=O)C)=C1